FC1=CC=C(C=C1)C1=NN(C=N1)S(=O)(=O)C1=CC=C(C=C1)C(=O)N1CCN(CC1)C1=C(C=CC=C1)OC (4-((3-(4-fluorophenyl)-1H-1,2,4-triazol-1-yl)sulfonyl)phenyl)(4-(2-methoxy-phenyl)piperazin-1-yl)methanone